COC1=CC=C(C=C1)C(OC[C@@H]1CN(C[C@@H](O1)N1C(NC(C=C1)=O)=O)OC(CCC(=O)O)=O)(C1=CC=CC=C1)C1=CC=C(C=C1)OC 4-[(2S,6R)-2-[[bis(4-methoxyphenyl)-phenyl-methoxy]methyl]-6-(2,4-dioxopyrimidin-1-yl)morpholin-4-yl]oxy-4-oxo-butanoic acid